C=1N=CN2C1C1=CC=CC=C1[C@@H]2[C@]2(C(CCCC2)(C)C)O (S)-1-((R)-5H-imidazo[5,1-a]isoindol-5-yl)-2,2-dimethylcyclohexan-1-ol